3-fluoro-quinoline phosphonate P(O)(O)=O.FC=1C=NC2=CC=CC=C2C1